ethyl 7-bromo-2-(2-fluorophenyl)pyrazolo[1,5-a]pyridine-3-carboxylate BrC1=CC=CC=2N1N=C(C2C(=O)OCC)C2=C(C=CC=C2)F